OC=1C(=NC=CC1OC)C(=O)N[C@H](C(=O)O[C@@H](C)C1(CC1)C1=CC=CC2=CC=CC=C12)C [(1S)-1-[1-(1-naphthyl)cyclopropyl] ethyl] (2S)-2-[(3-hydroxy-4-methoxy-pyridine-2-carbonyl)-amino]propanoate